FC1=CC=C(CNCCCNC(CCC2=CC(=CC=C2)O)=O)C=C1 N-(3-((4-fluorobenzyl)amino)propyl)-3-(3-hydroxyphenyl)propionamide